N1N=CC2=CC(=CC=C12)C#CC1=NC(=NC=C1)C1=NC(=NC=C1)NCC1=NC=CC(=C1)F 4-((1H-Indazol-5-yl)ethynyl)-N-((4-fluoropyridin-2-yl)methyl)-[2,4'-bipyrimidin]-2'-amine